Methyl 4-(1-cyanocyclopropyl)-2-((4-methoxybenzyl)(methyl)amino)thiazole-5-carboxylate C(#N)C1(CC1)C=1N=C(SC1C(=O)OC)N(C)CC1=CC=C(C=C1)OC